ClC=1C=C(C=C(C1)OC)C=1C(=NN(C1C(=O)O)C=1SC(=C(N1)C1=CC=C(C=C1)C(F)(F)F)SC(C)C)C 4-(3-chloro-5-methoxyphenyl)-1-(5-(isopropylsulfanyl)-4-(4-(trifluoromethyl)phenyl)thiazol-2-yl)-3-methyl-1H-pyrazole-5-carboxylic acid